FC(C(CCS(=O)(=O)C(C)C)C=1C=CC(=NC1)N1N=CC(=C1)C1=C2C(=NC=C1)NC=N2)(F)F 7-(1-(5-(1,1,1-trifluoro-4-(isopropylsulfonyl)butan-2-yl)pyridin-2-yl)-1H-pyrazol-4-yl)-3H-imidazo[4,5-b]pyridine